ClC=1C=C(C=CC1)[C@H]1C([C@@H]1C(=O)OC)(F)F |r| rac-methyl (1S*,3S*)-3-(3-chlorophenyl)-2,2-difluorocyclopropane-1-carboxylate